tert-butyl 4-[1-[4-(4-benzyloxy-2-fluoro-phenyl)-1-piperidyl]-1-methyl-ethyl]piperidine-1-carboxylate C(C1=CC=CC=C1)OC1=CC(=C(C=C1)C1CCN(CC1)C(C)(C)C1CCN(CC1)C(=O)OC(C)(C)C)F